O=C1N(CCC(N1)=O)C1=NN(C2=CC(=C(C=C12)F)N1CCC(CC1)(O)CC(=O)O)C 2-(1-(3-(2,4-dioxotetrahydropyrimidin-1(2H)-yl)-5-fluoro-1-methyl-1H-indazol-6-yl)-4-hydroxypiperidin-4-yl)acetic acid